2-n-Butoxyethyl-4-(dimethylamino)benzoat C(CCC)OCCOC(C1=CC=C(C=C1)N(C)C)=O